C(C)(C)(C)OC(=O)N1C[C@H]([C@@H](CC1)NC=1N=C(C(=NC1Cl)C(=O)OC)C)C methyl 5-((trans-1-(tert-butoxycarbonyl)-3-methylpiperidin-4-yl)amino)-6-chloro-3-methylpyrazine-2-carboxylate